N-({(3S)-1-[3-(2-fluorophenoxy)-6-nitro-2-(trifluoromethyl)phenyl]piperidin-3-yl}methyl)-2-methoxyacetamide FC1=C(OC=2C(=C(C(=CC2)[N+](=O)[O-])N2C[C@@H](CCC2)CNC(COC)=O)C(F)(F)F)C=CC=C1